1-(2-propyn-1-yl)pyrrolidine C(C#C)N1CCCC1